C(C)(C)(C)OC(=O)N1N=C(C=C1)C1=CC(=C(C=C1)N1CCCCC1)[N+](=O)[O-] (3-Nitro-4-(piperidin-1-yl)phenyl)-pyrazole-1-carboxylic acid tert-butyl ester